2,2,2-Trifluoroethyl (S)-2-amino-4-phenylbutanoate hydrochloride Cl.N[C@H](C(=O)OCC(F)(F)F)CCC1=CC=CC=C1